rac-2-[(4-amino-5-benzoyl-thiazol-2-yl)-(6-fluoro-3-pyridyl)amino]propanamide octenate C(C=CCCCCC)(=O)O.NC=1N=C(SC1C(C1=CC=CC=C1)=O)N([C@@H](C(=O)N)C)C=1C=NC(=CC1)F |r|